CC(CCC(C)=O)=O (2S,5S)-2,5-hexanedione